OB1ON=CC2=C1C=CC(=C2)C2=NC=CC=C2N[C@H](C)C=2C=C(C=C1C(C(=C(OC21)N2CCCCC2)C)=O)C 8-[(1R)-1-[[2-(1-hydroxy-2,3,1-benzoxazaborinin-6-yl)-3-pyridyl]amino]ethyl]-3,6-dimethyl-2-(1-piperidyl)chromen-4-one